C(N)(=O)C1=CC=C(C=C1)C=1C(=CC2=CN(N=C2C1)CCC(C)(C)O)NC(C1=CC(=CC=C1)S(N)(=O)=O)=O N-(6-(4-carbamoylphenyl)-2-(3-hydroxy-3-methylbutyl)-2H-indazol-5-yl)-3-sulfamoylbenzamide